2,6-di-tert-butyl-4-(4,6-bis(octylthio)-1,3,5-Triazine-2-ylamino)phenol C(C)(C)(C)C1=C(C(=CC(=C1)NC1=NC(=NC(=N1)SCCCCCCCC)SCCCCCCCC)C(C)(C)C)O